C(CCCCC)C(CO)C(CCC)O 2-hexyl-1,3-hexanediol